5-bromo-6-methyl-2-oxo-1,2-dihydropyridin-3-carbonitrile BrC=1C=C(C(NC1C)=O)C#N